2-(2-hydroxyphenyl)-2-(4-hydroxyphenyl)propane OC1=C(C=CC=C1)C(C)(C)C1=CC=C(C=C1)O